(3R,4R)-4-({4-[1-(azetidin-3-yl)-4-fluoro-2-methyl-1H-benzimidazol-6-yl]-5-fluoropyrimidin-2-yl}amino)-1-(methylsulfonyl)piperidin-3-ol N1CC(C1)N1C(=NC2=C1C=C(C=C2F)C2=NC(=NC=C2F)N[C@H]2[C@@H](CN(CC2)S(=O)(=O)C)O)C